3-(3-(4-chlorophenyl)-5-(4-(trifluoromethyl)phenyl)-4,5-dihydro-1H-pyrazole-1-carbonyl)-7-(3-cyanoselenopropoxy)-dihydro-benzopyran-2-one ClC1=CC=C(C=C1)C1=NN(C(C1)C1=CC=C(C=C1)C(F)(F)F)C(=O)C1C(OC2=C(C1)C=CC(=C2)OCCC[Se]C#N)=O